2,2,2-trifluoro-N-(4-formyl-3,5-dimethylphenyl)acetamide FC(C(=O)NC1=CC(=C(C(=C1)C)C=O)C)(F)F